(cis-3-(imidazo[4,5-d]pyrrolo[2,3-b]pyridin-1(6H)-yl)cyclobutyl)-N-methyl-methanesulfonamide N1(C=NC=2C1=C1C(=NC2)NC=C1)[C@H]1C[C@H](C1)CS(=O)(=O)NC